N=1N2C(=C(C1)C=1C=C3C(=CN(C3=CC1)CC(=O)N1[C@@H](CCC(CC1)F)C(NC1=NC(=CC=C1)C)=O)C(=O)N)CCC2 5-(5,6-dihydro-4H-pyrrolo[1,2-b]pyrazol-3-yl)-1-(2-((2S)-5-fluoro-2-((6-methylpyridin-2-yl)carbamoyl)azepan-1-yl)-2-oxoethyl)-1H-indole-3-carboxamide